1-(1-methyl-5-picolinoyl-1H-pyrrol-2-yl)-2-phenylethan-1-one CN1CC=CC(=C1)C(=O)N1C(=CC=C1)C(CC1=CC=CC=C1)=O